NC[C@@]12[C@@H]([C@@H]([C@H](C(OC1)O2)NS(=O)C(F)(F)F)O)O N-((1S,2R,3R,4R)-1-(aminomethyl)-2,3-dihydroxy-6,8-dioxabicyclo[3.2.1]octan-4-yl)-1,1,1-trifluoromethanesulfinamide